C1(CC1)C1=C(C=CC=C1)C12NCCC2C1 2-cyclopropylphenyl-2-azabicyclo[3.1.0]hexane